[N+](=O)([O-])C1=CC=C(C=C/C(=C/C(=O)O)/C(=O)O)C=C1 p-nitrostyrene-maleic acid